tert-butyl 4-[3-[3-[(4-methoxyphenyl)methyl]-2,4-dioxohexa-hydropyrimidin-1-yl]phenyl]piperidine-1-carboxylate COC1=CC=C(C=C1)CN1C(N(CCC1=O)C=1C=C(C=CC1)C1CCN(CC1)C(=O)OC(C)(C)C)=O